(S)-2-(2-fluoro-4-(6-hydroxypyridin-2-yl)benzyl)-1-(oxetan-2-ylmethyl)-1H-thieno[2,3-d]imidazole-5-carboxylic acid FC1=C(CC=2N(C3=C(N2)SC(=C3)C(=O)O)C[C@H]3OCC3)C=CC(=C1)C1=NC(=CC=C1)O